C(C)(C)(C)OC(=O)N(CCOC1=C(C=CC=C1)C1=C(C(=CC=C1)CC1N(CC(C1NS(=O)(=O)C(F)F)F)C(=O)OC(C)(C)C)F)C tert-butyl 2-((2'-(2-((tert-butoxycarbonyl)(methyl)amino)ethoxy)-2-fluoro-[1,1'-biphenyl]-3-yl)methyl)-3-((difluoromethyl)sulfonamido)-4-fluoropyrrolidine-1-carboxylate